tert-butyl (R)-8-bromo-5-(1-(tert-butyl)-1H-1,2,3-triazole-4-carboxamido)-1,3,4,5-tetrahydro-2H-benzo[c]azepine-2-carboxylate BrC=1C=CC2=C(CN(CC[C@H]2NC(=O)C=2N=NN(C2)C(C)(C)C)C(=O)OC(C)(C)C)C1